ClC1=CC=C(C2=C1C=CO2)CCOC=2C(=NC=CC2)C=2CC=NCC2 (2-(4-chlorobenzofuran-7-yl)ethoxy)-3',6'-dihydro-[2,4'-bipyridyl]